CC1(CC1)NC(O[C@H]1C[C@H](CC1)C1=NN(C(=C1)N)C(C)(C)C)=O (1R,3S)-3-(5-amino-1-(tert-butyl)-1H-pyrazol-3-yl)cyclopentyl (1-methylcyclopropyl)carbamate